(4-(3-cyclopentyl-6,7-difluoro-2-oxoindolin-3-yl)phenyl)boronic acid C1(CCCC1)C1(C(NC2=C(C(=CC=C12)F)F)=O)C1=CC=C(C=C1)B(O)O